ClC1=C(C=C(C=C1)F)[C@@H]1NC(C2=C3C(=CC(=C12)N1SC2=C(C1)C=CC=C2)OCO3)=O (R)-N-(6-(2-chloro-5-fluorophenyl)-8-oxo-7,8-dihydro-6H-[1,3]dioxolo[4,5-e]isoindol-5-yl)benzo[d]isothiazole